trans-3-(7-Ethyl-2-(methylsulfonyl)-8-oxo-7,8-dihydro-9H-purin-9-yl)cyclobutane-1-carbonitrile C(C)N1C(N(C2=NC(=NC=C12)S(=O)(=O)C)[C@@H]1C[C@H](C1)C#N)=O